6-(hydrazineylidenemethyl)-picolinate N(N)=CC1=CC=CC(=N1)C(=O)[O-]